C1(CCCC1)NC1=NC(=CC=C1NC1COC1)C1=CC=NC=C1 N2-cyclopentyl-N3-(oxetan-3-yl)-6-(4-pyridyl)pyridine-2,3-diamine